2-(1-((2R,5S)-2,5-Dimethylpiperazin-1-yl)-2-methylpropyl)-6-(trifluoromethyl)quinoline Dihydrochloride Cl.Cl.C[C@H]1N(C[C@@H](NC1)C)C(C(C)C)C1=NC2=CC=C(C=C2C=C1)C(F)(F)F